FC1=CC=CC(=N1)C(=O)NC 6-fluoro-N-methyl-pyridine-2-carboxamide